2-(4-fluoro-2-methyl-1,3-benzoxazol-6-yl)-7-(1-methyl-1,2,3,6-tetrahydropyridin-4-yl)-4H-pyrido[1,2-a]pyrimidin-4-one FC1=CC(=CC2=C1N=C(O2)C)C=2N=C1N(C(C2)=O)C=C(C=C1)C=1CCN(CC1)C